C1=C(C=C(C(=C1O)O)O)C(=O)O[C@H]2[C@@H]([C@H](O[C@H]([C@@H]2OC(=O)C3=CC(=C(C(=C3)O)O)O)OC(=O)C4=CC(=C(C(=C4)O)O)O)CO)O 1,2,3-tri-O-galloyl-β-D-glucose